C(C1=CC=CC=C1)O[C@H]1CN(CC1)C1=CC(=CC(=C1)C(F)(F)F)N=C=S (R)-3-(benzyloxy)-1-(3-isothiocyanato-5-(trifluoromethyl)phenyl)pyrrolidine